15-octadecatrienoic acid CC/C=C/CCCCCCC/C=C/C=C/CCC(=O)O